BrCCP(O)(=O)CCC(=O)OCC (2-bromoethyl)(3-ethoxy-3-oxopropyl)phosphinic acid